(5S)-2-methoxy-5-((vinyloxy)methyl)pyrrolidine-1-carboxylic acid tert-butyl ester C(C)(C)(C)OC(=O)N1C(CC[C@H]1COC=C)OC